Br\C=C(/F)\Br (E)-1,2-dibromo-2-fluoroethylene